5-(benzyloxy)-1-(2,3-difluoroindeno[1,2-a]inden-4b(9H)-yl)-3-(4-fluorophenethyl)-2,3-dihydro-1H-pyrido[2,1-f][1,2,4]triazine-4,6-dione C(C1=CC=CC=C1)OC=1C(C=CN2N(CN(C(C21)=O)CCC2=CC=C(C=C2)F)C21C(=CC3=CC(=C(C=C23)F)F)CC=2C=CC=CC21)=O